C(C1=CC=CC=C1)OC=1C(=C(NC2=CC(=C(C=C2)Cl)F)C=CC1)C#CC(CO[Si](C)(C)C(C)(C)C)(C)C 3-(benzyloxy)-2-(4-((tert-butyldimethylsilyl)oxy)-3,3-dimethylbut-1-yn-1-yl)-N-(4-chloro-3-fluorophenyl)aniline